2-(3S,4S)-1-Cyclopentyl-4-{[5-(2,4-difluoro-phenyl)-isoxazole-3-carbonyl]-amino}-piperidine-3-carboxylic acid ((R)-1-pyridin-3-yl-ethyl)-amide N1=CC(=CC=C1)[C@@H](C)NC(=O)[C@@H]1C(NCC[C@@H]1NC(=O)C1=NOC(=C1)C1=C(C=C(C=C1)F)F)C1CCCC1